C(C)N1N=CC(=C1)C(=O)NC1=CC(=C(C=C1)F)[C@H](C)NC=1C=NC=2C(N1)=NN(C2)CC (S)-1-ethyl-N-(3-(1-((2-ethyl-2H-pyrazolo[3,4-b]pyrazin-6-yl)amino)ethyl)-4-fluorophenyl)-1H-pyrazole-4-carboxamide